3-((1-(2-methoxy-5-methylpyridin-3-yl)-5-methyl-4-nitro-1H-pyrazol-3-yl)oxy)propan-1-ol COC1=NC=C(C=C1N1N=C(C(=C1C)[N+](=O)[O-])OCCCO)C